(2S,4R)-4-(3,4-difluorobenzyl)pyrrolidine-2-carboxylic acid FC=1C=C(C[C@@H]2C[C@H](NC2)C(=O)O)C=CC1F